CN1C(N(C2=NC(=CC=C21)C=2C=NN1C2C=CC=C1)[C@@H]1CN(CCC1)C(CC#N)=O)=O (S)-3-(3-(1-methyl-2-oxo-5-(pyrazolo[1,5-a]pyridine-3-yl)-1H-imidazo[4,5-b]pyridine-3(2H)-yl)piperidin-1-yl)-3-oxopropanenitrile